glycylglycinyl-L-phenylalanine tert-butyl ester C(C)(C)(C)OC([C@@H](NC(CNC(CN)=O)=O)CC1=CC=CC=C1)=O